C1(=CC=CC=C1)COC(=O)N1CC2(CC2=O)C1 1-oxo-5-azaspiro[2.3]hexane-5-carboxylic acid phenylmethyl ester